ClC1=CC=C(C=C1)C1=C(CCC(C1)(C)C)CN1C(CN(CC1)C(=O)C=1C(=C2CN(C(C2=CC1)=O)C1C(NC(CC1)=O)=O)F)(C)C 3-(5-(4-((4'-chloro-5,5-dimethyl-3,4,5,6-tetrahydro-[1,1'-biphenyl]-2-yl)methyl)-3,3-dimethylpiperazine-1-carbonyl)-4-fluoro-1-oxoisoindolin-2-yl)piperidine-2,6-dione